7-{5-[(3aR,6aS)-3a,6a-diethyl-hexahydrocyclopenta[d][1,3,2]dioxaborol-2-yl]-4-methoxy-2-(1,3-thiazol-2-yl)phenyl}cinnolin-4-amine C(C)[C@@]12[C@@](OB(O1)C=1C(=CC(=C(C1)C1=CC=C3C(=CN=NC3=C1)N)C=1SC=CN1)OC)(CCC2)CC